N-methyl-3,6,9,12-tetraoxatetradecanamide CNC(COCCOCCOCCOCC)=O